dibromodinitrobenzene BrC1=C(C(=C(C=C1)[N+](=O)[O-])[N+](=O)[O-])Br